n-dodecyl-7-methyl-thioxanthone C(CCCCCCCCCCC)C1=CC=CC=2SC3=CC=C(C=C3C(C12)=O)C